tert-butyl 4-[5-[3-[3-[[ethyl(methyl) sulfamoyl] amino]-2,6-difluoro-benzoyl]-4-fluoro-1H-pyrrolo[2,3-b]pyridin-5-yl]pyrimidin-2-yl]piperazine-1-carboxylate C(C)N(S(=O)(=O)NC=1C(=C(C(=O)C2=CNC3=NC=C(C(=C32)F)C=3C=NC(=NC3)N3CCN(CC3)C(=O)OC(C)(C)C)C(=CC1)F)F)C